FC1=C(COC=2C=C3CCC(C3=CC2)N2CC(C2)C(=O)O)C=CC(=C1)C 1-(5-((2-fluoro-4-methylbenzyl)oxy)-2,3-dihydro-1H-inden-1-yl)azetidine-3-carboxylic acid